C1N(CC2=CC=CC=C12)C1=NC2=C(C=C(C=C2C(N1C)=O)C(F)(F)F)C(C)NC1=C(C(=O)O)C=CC=C1 2-((1-(2-(isoindolin-2-yl)-3-methyl-4-oxo-6-(trifluoromethyl)-3,4-dihydroquinazolin-8-yl)ethyl)amino)benzoic acid